C(C)(C)C1=C(C=CC=C1)NC(=S)NN=CC1=CC=C(C=C1)C1=NN(C(=C1)NC1=CC=C(C=C1)OC(F)(F)F)C 1-(2-isopropylphenyl)-3-[[4-[1-methyl-5-[4-(trifluoromethoxy)anilino]pyrazol-3-yl]phenyl]methyleneamino]thiourea